C(#N)CC(CN(\N=N\N(C)CC(CC#N)O)C)O (E)-1,4-bis(3-cyano-2-hydroxypropyl)-1,4-dimethyltetrazene